propargylcarboxylate C(C#C)C(=O)[O-]